C1(=CC=CC=C1)[C@H](C)NC1=CC(N(C(N1)=O)CCC)=O (S)-6-((1-phenylethyl)amino)-3-propylpyrimidine-2,4(1H,3H)-dione